NC1=C(N=C(C(=N1)N1CCC2(CC1)CC1=CC=CC=C1C2)C=C)SC2=C(C(=NC=C2)N)Cl (S)-1'-(6-amino-5-((2-amino-3-chloropyridin-4-yl)sulfanyl)-3-vinylpyrazin-2-yl)-1,3-dihydrospiro[indene-2,4'-piperidine]